4-hydroxy-4-methylpentylbenzoate OC(CCCOC(C1=CC=CC=C1)=O)(C)C